tert-butyl (2S)-2-((benzyloxy)methyl)-4-(2-hydroxyethyl)pyrrolidine-1-carboxylate C(C1=CC=CC=C1)OC[C@H]1N(CC(C1)CCO)C(=O)OC(C)(C)C